5-phenyl-[1,2,4]triazolo[1,5-a]pyridin-2-amine C1(=CC=CC=C1)C1=CC=CC=2N1N=C(N2)N